C(CCC=C)OC1=C(C(=O)N)C=CC=C1 (pent-4-en-1-yloxy)benzamide